ClC1=NC=CN2C1=C(C=1N=C(N=C(C12)N1CCOC[C@](C1)(O)C)SC)F (S)-4-(9-chloro-10-fluoro-2-(methylthio)pyrazino[1',2':1,5]pyrrolo[3,2-d]pyrimidin-4-yl)-6-methyl-1,4-oxazepan-6-ol